ClC=1C=CC2=C([C@@H](C[C@H](O2)C(=O)NC23CC(C2)(C3)N3N=CC(=C3)N3CC(CC3)OC(F)(F)F)O)C1 (2S,4R)-6-chloro-4-hydroxy-N-(3-{4-[3-(trifluoromethoxy)pyrrolidin-1-yl]-1H-pyrazol-1-yl}bicyclo[1.1.1]pentan-1-yl)-3,4-dihydro-2H-1-benzopyran-2-carboxamide